N-[4-(3-cyanophenyl)-5-(2,6-dimethyl-4-pyridyl)thiazol-2-yl]-6-oxo-2,5,7-triazaspiro[3.4]octane-2-carboxamide C(#N)C=1C=C(C=CC1)C=1N=C(SC1C1=CC(=NC(=C1)C)C)NC(=O)N1CC2(C1)NC(NC2)=O